tert-Butyl N-(2-bromo-4-chloro-5,6-dimethyl-3-pyridyl)carbamate BrC1=NC(=C(C(=C1NC(OC(C)(C)C)=O)Cl)C)C